C(C=C)N1C2=NC(=NC(=C2N=C1)[2H])Cl 9-allyl-2-chloro-9H-purine-6-d